tert-butyl 4-(1-(3-chlorophenyl)-3-oxopropyl)-4-fluoropiperidine-1-carboxylate ClC=1C=C(C=CC1)C(CC=O)C1(CCN(CC1)C(=O)OC(C)(C)C)F